S1C=CC=C1OB([O-])[O-] 5-thiophenylborate